3-((hexyl-2,2-d2)oxy)-4-(1-(methyl-d3)-1,2,5,6-tetrahydropyridin-3-yl)-1,2,5-thiadiazole C(C(CCCC)([2H])[2H])OC1=NSN=C1C=1CN(CCC1)C([2H])([2H])[2H]